(6-chloro-3-phenyl-indan-1-yl)-1,2,2-trimethyl-piperazine ClC1=CC=C2C(CC(C2=C1)C1C(N(CCN1)C)(C)C)C1=CC=CC=C1